FC1(CCNCC1)CNC(OC(C)(C)C)=O tert-butyl ((4-fluoropiperidin-4-yl)methyl)carbamate